CC1=NC(=CC(=C1)C=1NC2=CC=C(C=C2C1C(C)C)C1CCN(CC1)C(CN(C1COC1)C)=O)C 1-(4-(2-(2,6-dimethylpyridin-4-yl)-3-isopropyl-1H-indol-5-yl)piperidin-1-yl)-2-(methyl-(oxetan-3-yl)amino)ethan-1-one